cyclobutyl ((S)-1-(2-chloro-N-(((S)-2-oxopyrrolidin-3-yl)methyl)acetamido)-5-methyl-2-oxohexan-3-yl)carbamate ClCC(=O)N(C[C@H]1C(NCC1)=O)CC([C@H](CC(C)C)NC(OC1CCC1)=O)=O